1,2-dimethyl-7-(trifluoromethyl)-6-[1-(3,3,3-trifluoropropyl)-1H-pyrazol-4-yl]-1H,5H-imidazo[1,2-a]pyrimidin-5-one CN1C(=CN2C1=NC(=C(C2=O)C=2C=NN(C2)CCC(F)(F)F)C(F)(F)F)C